FC1=C(OC2=C(C(=NC=C2)NC(OC(C)(C)C)=O)CO)C=CC(=C1)NC(=O)C=1C=NN(C1C(F)(F)F)C1=NC=CC=C1F tert-butyl (4-(2-fluoro-4-(1-(3-fluoropyridin-2-yl)-5-(trifluoromethyl)-1H-pyrazole-4-carboxamido)phenoxy)-3-(hydroxymethyl)pyridin-2-yl)carbamate